P(=O)N phosphanamide